FC(C1=CC=C(C=C1)NC=1C(=NC=CN1)N1CCN(CCC1)C(C=C)=O)(F)F 1-(4-(3-((4-(trifluoromethyl)phenyl)amino)pyrazin-2-yl)-1,4-diazepan-1-yl)prop-2-en-1-one